7-(2-((6-chloro-1,2,3,4-tetrahydroisoquinolin-7-yl)amino)-5-(trifluoromethyl)pyrimidin-4-yl)-4-ethyl-3,4-dihydrothieno[2,3-f][1,4]thiazepin-5(2H)-one 1,1-dioxide ClC=1C=C2CCNCC2=CC1NC1=NC=C(C(=N1)C1=CC2=C(C(N(CCS2(=O)=O)CC)=O)S1)C(F)(F)F